N1=C(N=C(N=C1C1=CC=C(C(=O)[O-])C=C1)C1=CC=C(C(=O)[O-])C=C1)C1=CC=C(C(=O)[O-])C=C1 4,4',4''-s-triazine-2,4,6-triyltribenzoate